N-((R)-4,4-difluoro-1-methylpyrrolidin-3-yl)-5-(1-((S)-1,1-difluoropropan-2-yl)-1H-benzo[d][1,2,3]triazol-6-yl)-4-methoxypyrrolo[2,1-f][1,2,4]triazin-2-amine FC1([C@@H](CN(C1)C)NC1=NN2C(C(=N1)OC)=C(C=C2)C=2C=CC1=C(N(N=N1)[C@H](C(F)F)C)C2)F